ClC=1C=C2C(=CC(=NC2=CC1)C(F)(F)F)N[C@@H]1C[C@@H](CCC1)NC(=O)C=1C=NN(C1C(F)F)CC N-[(1r,3s)-3-[[6-chloro-2-(trifluoromethyl)-4-quinolinyl]amino]cyclohexyl]-5-(difluoromethyl)-1-ethyl-pyrazole-4-carboxamide